COC1=CC=C(C=C1)CN(C1=NC2=CC(=NC=C2C=C1C=1C=NC(=CC1C)C(CC)=O)NC(OC(C)(C)C)=O)CC1=CC=C(C=C1)OC tert-butyl N-(2-{bis[(4-methoxyphenyl)methyl]amino}-3-(4-methyl-6-propanoylpyridin-3-yl)-1,6-naphthyridin-7-yl)carbamate